CN(CCC[Si](OC)(OC)OC)C (N,N-dimethyl-3-aminopropyl)trimethoxysilane